The molecule is a monoacylglycerol 16:1 in which the acyl group specified at position 2 is 9Z)-hexadecenoyl. It derives from a palmitoleic acid. CCCCCC/C=C\\CCCCCCCC(=O)OC(CO)CO